4-((7,7-difluoro-9-isopropyl-5-methyl-6-oxo-6,7,8,9-tetrahydro-5H-pyrimido[4,5-b][1,4]diazepin-2-yl)amino)-3-methoxy-N-(3-(piperazin-1-yl)azetidin-1-yl)benzamide FC1(C(N(C2=C(N(C1)C(C)C)N=C(N=C2)NC2=C(C=C(C(=O)NN1CC(C1)N1CCNCC1)C=C2)OC)C)=O)F